1-(7-chloro-6-fluoro-9-(1-methyl-1H-pyrazol-3-yl)-1,3,4,5-tetrahydro-2H-pyrrolo[3,2-c:4,5-c']dipyridin-2-yl)-2-hydroxyethan-1-one ClC=1C(=C2C(=C(N1)C1=NN(C=C1)C)C=1CN(CCC1N2)C(CO)=O)F